FC1=C(C=O)C=CC(=C1OC)F 2,4-DIFLUORO-3-METHOXYBENZALDEHYDE